Bis(2,6-di-tertbutyl-4-methylphenyl)pentaerythritol C(C)(C)(C)C1=C(C(=CC(=C1)C)C(C)(C)C)C(O)(C(CO)(CO)CO)C1=C(C=C(C=C1C(C)(C)C)C)C(C)(C)C